tert-Butyl 2-(4-fluoro-3-methylphenyl)-3-(2-oxo-1H-imidazol-3-yl)-6,7-dihydro-4H-pyrazolo[4,3-c]pyridine-5-carboxylate FC1=C(C=C(C=C1)N1N=C2C(CN(CC2)C(=O)OC(C)(C)C)=C1N1C(NC=C1)=O)C